N-(3-(difluoromethyl)-1-((1R,4R)-4-(formyl)cyclohexyl)-1H-pyrazol-4-yl)-5-morpholinopyrazolo[1,5-a]pyrimidine-3-carboxamide FC(C1=NN(C=C1NC(=O)C=1C=NN2C1N=C(C=C2)N2CCOCC2)C2CCC(CC2)C=O)F